COC1=CC=C(C=C1)S(=O)(=NCC=1N=C2N(C=C(C=C2)C2=NOC(=N2)C(F)(F)F)C1)C (4-methoxyphenyl)(methyl)(((6-(5-(trifluoromethyl)-1,2,4-oxadiazol-3-yl)imidazo[1,2-a]pyridin-2-yl)methyl)imino)-λ6-sulfanone